CC1=CC=C(C=C1)S(=O)(=O)OC[C@@H](O[C@@](CO[Si](C(C)C)(C(C)C)C(C)C)(CO)COC(C1=CC=CC=C1)(C1=CC=C(C=C1)OC)C1=CC=C(C=C1)OC)N1C2=NC=NC(=C2N=C1)NC(C1=CC=CC=C1)=O [(2R)-2-(6-benzamidopurin-9-yl)-2-[(1S)-1-[[bis(4-methoxyphenyl)-phenyl-methoxy]-methyl]-1-(hydroxymethyl)-2-triisopropylsilyloxy-ethoxy]ethyl] 4-methyl-benzenesulfonate